FC(C1CCN=C1)(F)F 4-trifluoromethyl-3,4-dihydro-2H-pyrrole